C(C(=C)C)(=O)OCCCCCCCCCCCCCCOC(C(=C)C)=O 1,14-Tetradecanediol dimethacrylate